2-[[2-(2-cyclopropyl-4-methoxy-3-pyridyl)pyrrolo[3,2-d]pyrimidin-5-yl]methoxy]ethyl-trimethyl-silane C1(CC1)C1=NC=CC(=C1C=1N=CC2=C(N1)C=CN2COCC[Si](C)(C)C)OC